OC1(CCC(CC1)[C@@H](C)N1C(=C(C2=CC=CC=C12)C(=O)OC)C)C methyl (R)-1-(1-(4-hydroxy-4-methylcyclohexyl)ethyl)-2-methyl-1H-indole-3-carboxylate